methyl 2-Furancarboxylate O1C(=CC=C1)C(=O)OC